4-(methylsulfanyl)butanoic acid CSCCCC(=O)O